12-fluoro-15-methyl-5,6,7,8,14,15-hexahydro-4H-1,16-ethenopyrazolo[4,3-g][1,5,9,11]benzoxatriazacyclotetradecin-4-one FC=1C=CC2=C(CN(C3=NC4=C(C(NCCCO2)=O)C=NN4C=C3)C)C1